S1C2=C(C=C1)C(=CC=C2)N2CCN(CC2)CCCCOC2=CC=C1C=CC(N(C1=C2)C(=O)OCCCCCCCC)=O octyl 7-(4-(4-(benzo[b]thiophen-4-yl)piperazin-1-yl)butoxy)-2-oxoquinoline-1(2H)-carboxylate